C1(CC1)NC1(CCCCC1)CC1=C(C(=O)N)C=CC(=C1)C#CC1=CC=C(C=C1)F ((1-(cyclopropylamino)cyclohexyl)methyl)-4-((4-fluorophenyl)ethynyl)benzamide